C(CCC)C1=C(C(=[Sn](C=C1)C(=C)OCC)CCCC)CCCC tributyl(1-ethoxyvinyl)stannaine